1-(13Z,16Z-docosadienoyl)-2-(9Z,12Z,15Z-octadecatrienoyl)-glycero-3-phospho-(1'-sn-glycerol) CCCCC/C=C\C/C=C\CCCCCCCCCCCC(=O)OC[C@H](COP(=O)(O)OC[C@H](CO)O)OC(=O)CCCCCCC/C=C\C/C=C\C/C=C\CC